(S)-3-((3-fluorophenyl)ethynyl)-7,8,8a,9-tetrahydropyrrolo[1',2':3,4]imidazo[1,2-c]pyrimidin-1(6H)-one FC=1C=C(C=CC1)C#CC=1C=C2N(C(N1)=O)C[C@H]1N2CCC1